BrC=1C(=NN(N1)C)C(C)(C)N 2-(5-bromo-2-methyl-2H-1,2,3-triazol-4-yl)propan-2-amine